N-[3-(5-bromo-1H-pyrazolo[3,4-b]pyridine-3-carbonyl)-2,6-difluorophenyl]methanesulfonamide BrC=1C=C2C(=NC1)NN=C2C(=O)C=2C(=C(C(=CC2)F)NS(=O)(=O)C)F